[Cl-].[Cl-].C(CCC)C(CCCC)=[Zr+2](C1=C(C(=CC=2C3=CC(=C(C=C3CC12)C1=CC=CC=C1)C(C)(C)C)C(C)(C)C)C1=CC=CC=C1)C1C=CC=C1 di-n-butylmethylene(cyclopentadienyl)(2,7-diphenyl-3,6-di-tert-butylfluorenyl)zirconium dichloride